4-[(5-Chloropyrimidine-2-yl)oxy]-3-{2-[3-(trifluoromethyl)-1H-pyrazole-1-yl]ethyl}benzo[d]thiazole ClC=1C=NC(=NC1)OC1=CC=CC2=C1N(CS2)CCN2N=C(C=C2)C(F)(F)F